CC1=CC2=CC=CC=C2C=C1 2-methylnaphthalen